[(2S,5'R)-7-chloro-1'-methoxy-5'-methyl-3,3'-dioxo-4-(2-tetrahydropyran-2-yloxyethoxy)spiro[benzofuran-2,6'-cyclohexene]-6-yl] trifluoromethanesulfonate FC(S(=O)(=O)OC1=C(C2=C(C([C@@]3([C@@H](CC(C=C3OC)=O)C)O2)=O)C(=C1)OCCOC1OCCCC1)Cl)(F)F